N-(3-(N-((4'-(Dimethylamino)-[1,1'-biphenyl]-4-yl)methyl)cyclohexanecarboxamido)phenyl)isonicotinamide CN(C1=CC=C(C=C1)C1=CC=C(C=C1)CN(C(=O)C1CCCCC1)C=1C=C(C=CC1)NC(C1=CC=NC=C1)=O)C